N-methyl-pyrrolidone-sulfuric acid S(O)(O)(=O)=O.CN1C(CCC1)=O